(S)-6-{2-Amino-2-[2-(benzo[d]isoxazol-3-yl)phenyl]ethyl}pyridine-2-amine N[C@@H](CC1=CC=CC(=N1)N)C1=C(C=CC=C1)C1=NOC2=C1C=CC=C2